FC1=CC=C(C=C1)C1=CC=C(C=C1)CN1C(NC(C12C(CCC2)C(=O)N)=O)=O ((4'-fluoro-[1,1'-biphenyl]-4-yl)methyl)-2,4-dioxo-1,3-diazaspiro[4.4]nonane-6-carboxamide